O1C(=CC2=C1C=CC=C2)C=2C(=NC(=NC2)O)O 5-(1-benzofuran-2-yl)pyrimidine-2,4-diol